O=C1NCC(N1)CCC(=O)O 3-(2-oxoimidazolidin-4-yl)propionic acid